COC1=NC2=C(N1C(=O)NCCCCC1=CC=CC=C1)C=CC=C2C2CCN(CC2)C Methoxy-4-(1-methylpiperidin-4-yl)-N-(4-phenylbutyl)-1H-benzo[d]imidazole-1-carboxamide